tert-butyl 3-(4-chloro-7-methyl-5-(4-((6-methylpyridin-2-yl)oxy)phenyl)-7H-pyrrolo[2,3-d]pyrimidin-6-yl)-3-fluoropyrrolidine-1-carboxylate ClC=1C2=C(N=CN1)N(C(=C2C2=CC=C(C=C2)OC2=NC(=CC=C2)C)C2(CN(CC2)C(=O)OC(C)(C)C)F)C